ClC=1C(=NC=CC1Cl)N1CCN(CC1)CC=1C=C2CN(C(C2=CC1)=O)C1C(NC(CC1)=O)=O 3-(5-((4-(3,4-dichloropyridin-2-yl)piperazin-1-yl)methyl)-1-oxoisoindolin-2-yl)piperidine-2,6-dione